N-[3-Chloro-1-(3-pyridinyl)-1H-pyrazol-4-yl]-N-ethyl-3-[(3,3,3-trifluoropropyl)sulfinyl]propanamid ClC1=NN(C=C1N(C(CCS(=O)CCC(F)(F)F)=O)CC)C=1C=NC=CC1